CC1(CCN(CC1)C1=CC=C(C=C1)N1N=CC2=CC(=C(C(=C12)C#N)O)F)C 1-(4-(4,4-Dimethylpiperidin-1-yl)phenyl)-5-fluoro-6-hydroxy-1H-indazole-7-carbonitrile